N-(4-(2-fluorophenoxy)-2-methylphenyl)quinolin-2-amine FC1=C(OC2=CC(=C(C=C2)NC2=NC3=CC=CC=C3C=C2)C)C=CC=C1